NC1=C2N=CN(C2=NC=N1)[C@@H]1O[C@@H]([C@H]([C@H]1O)O)[C@@](C)(C1=CC=C(C=C1)C(F)(F)F)O (2R,3R,4S,5S)-2-(6-amino-9H-purin-9-yl)-5-((R)-1-hydroxy-1-(4-(trifluoromethyl)phenyl)ethyl)tetrahydrofuran-3,4-diol